3-(dimethylamino)-1-(prop-2-ynyl)azetidine CN(C1CN(C1)CC#C)C